FC=1C=2N(C=C(C1)NC(=O)C1=CC=C(C3=C1N=C(S3)OC)N3CCC(CC3)NC(OC(C)(C)C)=O)C=C(N2)C tert-butyl (1-(4-((8-fluoro-2-methylimidazo[1,2-a]pyridin-6-yl)carbamoyl)-2-methoxybenzo[d]-thiazol-7-yl)piperidin-4-yl)carbamate